3,3-bis(methoxymethyl)-2,4-dimethylheptane COCC(C(C)C)(C(CCC)C)COC